COC=1C=C(CN2C=NC3=C(C=C(C=C3C2=O)CO)C2=C(C=C(C=C2)F)C)C=C(C1)OC 3-(3,5-dimethoxybenzyl)-8-(4-fluoro-2-methylphenyl)-6-(hydroxymethyl)quinazolin-4(3H)-one